ClCCCC1=NSC=N1 3-(3-chloropropyl)-1,2,4-thiadiazole